C=CCC Normal-Butene